C1(=CC=CC=C1)C1=CC=C(N=N1)OC1=CC(=CC=C1)C(F)(F)F 6-phenyl-3-[3-(trifluoromethyl)phenoxy]pyridazine